p-benzeneDiformaldehyde (E)-7-undeceneAt C(CCCCC\C=C\CCC)(=O)O.C1(=CC=C(C=C1)C=O)C=O